cis-tert-butyl 4-(4-amino-3-(4-phenoxyphenyl)-1H-pyrazolo[3,4-d]pyrimidin-1-yl)-3'-fluoro-[1,4'-bipiperidine]-1'-carboxylate NC1=C2C(=NC=N1)N(N=C2C2=CC=C(C=C2)OC2=CC=CC=C2)C2CCN(CC2)C2C(CN(CC2)C(=O)OC(C)(C)C)F